6-(3,5-dichloro-4-((3-methyl-1H-indazol-5-yl)oxy)phenyl)-1,2,4-triazine-3,5(2H,4H)-dione ClC=1C=C(C=C(C1OC=1C=C2C(=NNC2=CC1)C)Cl)C=1C(NC(NN1)=O)=O